CC1=NC(=NO1)C1CCN(CC1)C(=O)C=1C=C(C(=NC1C(F)(F)F)OCC1=CC=C(C=C1)C(F)(F)F)C#N 5-[4-(5-methyl-1,2,4-oxadiazol-3-yl)piperidine-1-carbonyl]-6-(trifluoromethyl)-2-[[4-(trifluoromethyl)phenyl]methoxy]pyridine-3-carbonitrile